diamino-3,3'-dimethylbicyclohexane NC1C(CCCC1C)(C1CC(CCC1)C)N